(2R)-2-({[(9H-fluoren-9-yl)methoxy]carbonyl}(methyl)amino)-3-(pyridin-3-yl)propanoic acid C1=CC=CC=2C3=CC=CC=C3C(C12)COC(=O)N([C@@H](C(=O)O)CC=1C=NC=CC1)C